2-(2,4-difluorophenoxy)-N-(3-aminosulfonylphenyl)quinoline FC1=C(OC2N(C3=CC=CC=C3C=C2)C2=CC(=CC=C2)S(=O)(=O)N)C=CC(=C1)F